Methyl 5-(3,3-difluoropropyl)nicotinate FC(CCC=1C=NC=C(C(=O)OC)C1)F